CN1[C@@H](CCC1)COC=1N=CC2=C(N1)C=CC=N2 (((S)-1-methylpyrrolidin-2-yl)methoxy)pyrido[3,2-d]pyrimidine